(3-[(3-METHYLPHENYL)METHOXY]PHENYL)BORANEDIOL CC=1C=C(C=CC1)COC=1C=C(C=CC1)B(O)O